Lithium sec-butyl-borohydride C(C)(CC)[BH3-].[Li+]